ClC=1C(=C(NC=2C3=C(N=CN2)C=CC(=N3)C3CN(CCC3)C(=O)OC(C)(C)C)C=CC1Cl)F tert-butyl 3-[4-(3,4-dichloro-2-fluoro-anilino)pyrido[3,2-d]pyrimidin-6-yl]piperidine-1-carboxylate